C1(=CC=C(C=C1)NC=CC=O)C 3-(p-tolylamino)prop-2-en-1-one